C(C)(C)(C)OC(NC=1C=NC(=C(C1)CC=C)C1=CC=CC=C1)=O (5-allyl-6-phenylpyridin-3-yl)carbamic acid tert-butyl ester